[N+](=O)([O-])/C(/C(=O)O)=C\C=C\C nitrosorbic acid